Ethyl 2-(1-ethyl-1H-pyrazol-4-yl)-3-fluoro-5-[({1-[2-fluoro-4-(trifluoromethyl) phenyl]cyclopropyl}carbonyl) amino]benzoate C(C)N1N=CC(=C1)C1=C(C(=O)OCC)C=C(C=C1F)NC(=O)C1(CC1)C1=C(C=C(C=C1)C(F)(F)F)F